4-chloro-2-nitro-1-(phenylethynyl)benzene ClC1=CC(=C(C=C1)C#CC1=CC=CC=C1)[N+](=O)[O-]